(pyridin-2-yl)acethydrazide N1=C(C=CC=C1)CC(=O)NN